5-bromo-N-cyclopentyl-4-(difluoromethyl)pyridin-2-amine BrC=1C(=CC(=NC1)NC1CCCC1)C(F)F